BrC=1C=NC2=CC=C(C=C2C1)C=1C(=NNC1)C1=NC(=CC=C1)C 3-bromo-6-(3-(6-methylpyridin-2-yl)-1H-pyrazol-4-yl)quinoline